vinyltris(2-ethoxy)silane ethyl-(R)-6-bromo-2-(3-methylmorpholino)-4-((methylsulfonyl)methyl)imidazo[1,5-a]pyrimidine-8-carboxylate C(C)OC(=O)C=1N=C(N2C1N=C(C=C2CS(=O)(=O)C)N2[C@@H](COCC2)C)Br.C(=C)[Si](OCC)(OCC)OCC